tert-butyl (S)-4-((4-(2,2-difluoroethyl)-2-(4-(methoxycarbonyl)phenyl)piperazin-1-yl)methyl)-5-methoxy-7-methyl-1H-indole-1-carboxylate FC(CN1C[C@@H](N(CC1)CC1=C2C=CN(C2=C(C=C1OC)C)C(=O)OC(C)(C)C)C1=CC=C(C=C1)C(=O)OC)F